IC1=CC=C(C=C1)[C@]12CCC[C@H](CC1)N2C (4-iodophenyl)-tropane